N1(N=CN=C1)CCC1(CCC2=C(SC(=C2C(=O)N)N)C1=O)C1=CC=CC=C1 6-(2-(1H-1,2,4-Triazol-1-yl)ethyl)-2-amino-7-oxo-6-phenyl-4,5,6,7-tetrahydrobenzo[b]thiophene-3-carboxamide